[Si](C1=CC=CC=C1)(C1=CC=CC=C1)(C(C)(C)C)OC1C(COC1)=O 4-((tert-Butyldiphenylsilyl)oxy)dihydrofuran-3(2H)-one